8-((8-bromo-1-((7,7,8,8,8-pentafluorooctyl)oxy)octyl)oxy)-1,1,1,2,2-pentafluorooctane BrCCCCCCCC(OCCCCCCC(C(F)(F)F)(F)F)OCCCCCCC(C(F)(F)F)(F)F